(trans)-dimethyl-1,2-cyclohexanediamine C[C@@]1([C@@](CCCC1)(N)C)N